C(C)(C)(C)OC(=O)N1C[C@@H](NCC1)CCO[Si](C1=CC=CC=C1)(C1=CC=CC=C1)C(C)(C)C (S)-3-(2-((tert-butyldiphenylsilyl)oxy)ethyl)piperazine-1-carboxylic acid tert-butyl ester